2-(2-ethoxynaphthalen-1-yl)-2,2-difluoro-N-phenylacetamide C(C)OC1=C(C2=CC=CC=C2C=C1)C(C(=O)NC1=CC=CC=C1)(F)F